FC(C(=O)O)(F)F.NCC(CC=1N(C(NN1)=O)CC=1SC(=CC1)C=1C=NC(=C(C1)F)N(C)C)=C(F)F [2-(aminomethyl)-3,3-difluoro-allyl]-4-[[5-[6-(dimethylamino)-5-fluoro-3-pyridinyl]-2-thienyl]methyl]-1,2,4-triazol-3-one trifluoroacetate salt